N-(2,2-dimethylbutyl)heptane-1,7-diamine CC(CNCCCCCCCN)(CC)C